4-Methoxy-2-[3',4',5'-tris(octadecyloxy)benzyloxy]benzyl alcohol COC1=CC(=C(CO)C=C1)OCC1=CC(=C(C(=C1)OCCCCCCCCCCCCCCCCCC)OCCCCCCCCCCCCCCCCCC)OCCCCCCCCCCCCCCCCCC